CNC.C(CCCCCCC)(=O)O octanoic acid dimethylamine salt